4-Amino-3,6-dichloropyridinecarboxylic acid NC1=C(C(=NC(=C1)Cl)C(=O)O)Cl